1-(4-(2-(3,5-dichloro-4-(3-chloropropoxy)phenyl)propan-2-yl)phenoxy)-3-(methylsulfonyl)propan-2-one ClC=1C=C(C=C(C1OCCCCl)Cl)C(C)(C)C1=CC=C(OCC(CS(=O)(=O)C)=O)C=C1